C(C)(C)(C)OC(=O)N1CCC(CC1)CN1CCN(CC1)CC1=CC=C(C=C1)NSC1=C(C=C(C(=C1)CC)O)O 4-((4-(4-(5-ethyl-2,4-dihydroxyphenylsulfanylamino)benzyl)piperazin-1-yl)methyl)piperidine-1-carboxylic acid tert-butyl ester